undecaen-3-ol C=CC(CCCCCCCC)O